BrC1=CN(C2=C(C(=CC=C12)Cl)Cl)CCC#N 3-(3-bromo-6,7-dichloro-indol-1-yl)propanenitrile